5-methyl-3-(1H-1,2,3-triazol-1-yl)picolinonitrile CC=1C=C(C(=NC1)C#N)N1N=NC=C1